CNCCCCCCCCCCCC(=O)O 2-azatridecane-13-carboxylic acid